FC1=CC=C(CN=C(C2=CC=CC=C2)C2=CC=CC=C2)C=C1 N-(4-fluorobenzyl)-1,1-diphenylmethanimine